8-amino-9-(2,6-dimethylphenyl)-5-methyl-9H-pyrrolo[2,3-c][1,2,4]triazolo[1,5-a]pyridine-7-carbonitrile NC1=C(C2=C(C=3N(C(=C2)C)N=CN3)N1C1=C(C=CC=C1C)C)C#N